COC([C@@H](NC(C1=CC(=C(C=C1)NC1=NC=C(C(=N1)C=1C=NN(C1)C(C)C)Cl)OC)=O)CC(C)C)=O (4-((5-chloro-4-(1-isopropyl-1H-pyrazol-4-yl)pyrimidin-2-yl)amino)-3-methoxybenzoyl)-L-leucine methyl ester